FC=1C=CC2=C(N=C(O2)[C@](C)(O)C2=CC=C(C=C2)OC)C1 (R)-1-(5-fluoro-2-benzoxazolyl)-1-(4-methoxyphenyl)-1-ethanol